5-(8-fluoro-7-(8-fluoronaphthalen-1-yl)-2-((hexahydro-1H-pyrrolizin-7a-yl)methoxy)pyrido[4,3-d]pyrimidin-4-yl)-N,N-dimethyl-5,6,7,8-tetrahydropyrazolo[4,3-c]azepine-2(4H)-carboxamide FC1=C(N=CC2=C1N=C(N=C2N2CC=1C(CCC2)=NN(C1)C(=O)N(C)C)OCC12CCCN2CCC1)C1=CC=CC2=CC=CC(=C12)F